tert-butyl 2-[4-[4-(2,6-dioxo-3-piperidyl)-2-fluorosulfonyloxy-phenyl]-1-piperidyl]acetate O=C1NC(CCC1C1=CC(=C(C=C1)C1CCN(CC1)CC(=O)OC(C)(C)C)OS(=O)(=O)F)=O